N,N-dimethyl-5,6,7,8-tetrahydro-4H-pyrazolo[1,5-a][1,4]diazepin-2-amine CN(C1=NN2C(CNCCC2)=C1)C